((1r,4r)-methyl 4-(4-(isopropylamino)-6-(pyridin-3-yl) pyrrolo[1,2-b]pyridazine-3-carboxamido) cyclohexyl) carbamate C(N)(OC1(CCC(CC1)NC(=O)C1=C(C=2N(N=C1)C=C(C2)C=2C=NC=CC2)NC(C)C)C)=O